BrC=1C(N(C(N(C1)C)=O)C)=O 5-bromo-1,3-dimethyl-pyrimidine-2,4-dione